dinonyl 2,5-furandicarboxylate O1C(=CC=C1C(=O)OCCCCCCCCC)C(=O)OCCCCCCCCC